CS(=O)(=O)C1=CC=C(CN2N=C3N([C@H](CCC3)C(=O)N3CCCC3)C2=O)C=C1 |r| (5RS)-2-[4-(Methylsulfonyl)benzyl]-5-(pyrrolidin-1-ylcarbonyl)-5,6,7,8-tetrahydro[1,2,4]triazolo[4,3-a]pyridine-3(2H)-one